N-(5-fluoropyridin-2-yl)-1-{1-[(pyrrolidin-1-yl)sulfonyl]-1,2,3,4-tetrahydroquinolin-6-yl}cyclobutane-1-carboxamide FC=1C=CC(=NC1)NC(=O)C1(CCC1)C=1C=C2CCCN(C2=CC1)S(=O)(=O)N1CCCC1